1-(1-(6-cyclopropylpyridin-3-yl)ethyl)-4-(propan-1-yn-1-yl)-1H-indazole-7-carboxylic acid C1(CC1)C1=CC=C(C=N1)C(C)N1N=CC2=C(C=CC(=C12)C(=O)O)C#CC